C(#N)CC(C(=O)N1CCOC2=C(C1)C=NC=C2C#N)(C)C 4-(3-cyano-2,2-dimethylpropanoyl)-2,3,4,5-tetrahydropyrido[3,4-f][1,4]oxazepine-9-carbonitrile